(2-benzhydryl-6-methoxybenzofuran-3-yl)bis(4-chlorophenyl)phosphine oxide C(C1=CC=CC=C1)(C1=CC=CC=C1)C=1OC2=C(C1P(C1=CC=C(C=C1)Cl)(C1=CC=C(C=C1)Cl)=O)C=CC(=C2)OC